2-(3-(3,5-difluoro-6-(((3S,4S)-4-fluoropiperidin-3-yl)amino)pyridin-2-yl)imidazo[1,2-a]pyrazin-6-yl)isothiazolidine 1,1-dioxide FC=1C(=NC(=C(C1)F)N[C@H]1CNCC[C@@H]1F)C1=CN=C2N1C=C(N=C2)N2S(CCC2)(=O)=O